P(OCC(C)=O)([O-])=O (2-oxo propyl) phosphonate